7-(tritylthio)heptanoic acid ethyl ester C(C)OC(CCCCCCSC(C1=CC=CC=C1)(C1=CC=CC=C1)C1=CC=CC=C1)=O